C1C(SCC(S1)(C(=O)O)O)(C(=O)O)O The molecule is a member of the class of dithianes that is 1,4-dithiane-2,5-dicarboxylic acid in which the hydrogens at positions 2 and 5 have been replaced by hydroxy groups. Sulfanegen is a prodrug for 3-mercaptopyruvic acid and is an experimental antidote for cyanide poisoning. It has a role as a prodrug and an antidote to cyanide poisoning. It is a monothiohemiketal, a dicarboxylic acid and a member of dithianes.